COC(CN(C1=CC=C(C=C1)OC)C(C1=C(C=C(C(=C1)OC)OCC1=CC=CC=C1)[N+](=O)[O-])=O)=O N-(4-(benzyloxy)-5-methoxy-2-nitrobenzoyl)-N-(4-methoxyphenyl)glycine methyl ester